FC1=C(C=C(C(=C1O)F)C(F)(F)F)N1N=C(C2=CC(=CC=C12)N(C1CCOCC1)C)C(=O)NC 1-(2,4-Difluoro-3-hydroxy-5-(trifluoromethyl)phenyl)-N-methyl-5-(methyl(tetrahydro-2H-pyran-4-yl)amino)-1H-indazole-3-carboxamide